(3E)-1-bromo-7,7-dimethoxy-3-heptene BrCC\C=C\CCC(OC)OC